FC(C(=O)OOC(C(C(C(F)(F)F)(F)F)(F)F)=O)(C(C(F)(F)F)(F)F)F perfluorobutyryl peroxide